6-ethoxy-4-(6-(1-((4-fluorophenyl)sulfonyl)-1,6-diazaspiro[2.5]octan-6-yl)pyridin-3-yl)pyrazolo[1,5-a]pyridine-3-carbonitrile C(C)OC=1C=C(C=2N(C1)N=CC2C#N)C=2C=NC(=CC2)N2CCC1(CN1S(=O)(=O)C1=CC=C(C=C1)F)CC2